C(#N)C1=C2NC=C(C[C@H](N)C(=O)O)C2=CC=C1 7-cyanotryptophan